C(C)(C)(C)OC(=O)N1CC(C1)(OC)C1=CC=C(C=C1)Cl 3-(4-chlorophenyl)-3-methoxyazetidine-1-carboxylic acid tert-butyl ester